CC1(CC1)N1C(C(N(C=C1)CC1=NOC(=C1)C=1C=NC=CC1)=O)=O 1-(1-methylcyclopropyl)-4-((5-(pyridin-3-yl)isoxazol-3-yl)methyl)-1,4-dihydropyrazine-2,3-dione